1-((3-methylisoxazol-5-yl)methyl)piperidin CC1=NOC(=C1)CN1CCCCC1